ClC=1C=C(C#N)C=C(C1F)C1=NC=NC(=C1)C1=NC=C(C=C1)F 3-chloro-4-fluoro-5-[6-(5-fluoropyridin-2-yl)pyrimidin-4-yl]benzonitrile